N1=C(C=CC=C1)CCNC(=O)C1=NC(=NO1)C1=CC=C(C=C1)Cl (2-(pyridin-2-yl)ethyl)-3-(p-chlorophenyl)-1,2,4-oxadiazole-5-carboxamide